tert-Butyl (2-(6-(4-(4-methylpiperazine-1-carbonyl)phenyl)-1H-indole-2-carboxamido)ethyl)carbamate CN1CCN(CC1)C(=O)C1=CC=C(C=C1)C1=CC=C2C=C(NC2=C1)C(=O)NCCNC(OC(C)(C)C)=O